FC(C=1C=C2C=CC(NC2=CC1)=O)(C1=NN=C2N1N=C(C=C2)C=2C=NN(C2)C)F 6-{difluoro[6-(1-methyl-1H-pyrazol-4-yl)[1,2,4]triazolo[4,3-b]pyridazin-3-yl]methyl}quinolin-2(1H)-one